ClC1=C(C=C(C=C1)C1SC2=C(C(=CC1)C1=CC=C(C=C1)O[C@@H]1CN(CC1)CCCF)C=CC(=C2)C(=O)O)C (4-chloro-3-methyl-phenyl)-5-[4-[(3S)-1-(3-fluoropropyl)pyrrolidin-3-yl]oxyphenyl]-2,3-dihydro-1-benzothiepin-8-carboxylic acid